acridine diethyl-phosphate C(C)OP(=O)(OCC)O.C1=CC=CC2=NC3=CC=CC=C3C=C12